3-methoxy-4-[(5-nitro-1H-indol-3-yl)methyl]benzoic acid COC=1C=C(C(=O)O)C=CC1CC1=CNC2=CC=C(C=C12)[N+](=O)[O-]